C(C)(C)(C)OC(NC1CCN(CC1)C1=C(C=NC2=CC=C(C=C12)Cl)Br)=O [1-(3-bromo-6-chloroquinolin-4-yl)-piperidin-4-yl]-carbamic acid tert-butyl ester